BrC1=C(C2=C(NC=N2)C=C1)C 5-bromo-4-methyl-1H-benzo[d]imidazole